(1R,2R)-N-[7-chloro-6-[4-((3S,4S)-4-fluoro-3-methyl-tetrahydrofuran-3-yl)piperazin-1-yl]-3-isoquinolyl]-2-tetrahydropyran-4-yl-cyclopropanecarboxamide ClC1=C(C=C2C=C(N=CC2=C1)NC(=O)[C@H]1[C@H](C1)C1CCOCC1)N1CCN(CC1)[C@]1(COC[C@H]1F)C